2-[(2E)-2-(aminomethyl)-3-fluoroprop-2-en-1-yl]-4-({5-[4-(2-oxopyrrolidin-1-yl)phenyl]thiophen-2-yl}methyl)-2,4-dihydro-3H-1,2,4-triazol-3-one hydrochloride Cl.NC/C(/CN1N=CN(C1=O)CC=1SC(=CC1)C1=CC=C(C=C1)N1C(CCC1)=O)=C\F